C(C)N(C1=NC(=NC(=N1)N(CC)CC)NN)CC N2,N2,N4,N4-tetraethyl-6-hydrazineyl-1,3,5-triazine-2,4-diamine